8-(4-(4-((5-(2,6-dioxopiperidin-3-yl)pyridin-2-yl)methyl)piperazin-1-yl)piperidin-1-yl)-9-ethyl-6,6-dimethyl-11-oxo-6,11-dihydro-5H-benzo[b]carbazole-3-carbonitrile O=C1NC(CCC1C=1C=CC(=NC1)CN1CCN(CC1)C1CCN(CC1)C=1C(=CC2=C(C(C=3NC4=CC(=CC=C4C3C2=O)C#N)(C)C)C1)CC)=O